ClC1=C(OC=2C(=NC=CC2)OCC(=O)OCC)C=C(C(=C1)F)N1C(N(C(=CC1=O)C(F)(F)F)C)=O ethyl (3-[2-chloro-4-fluoro-5-(3-methyl-2,6-dioxo-4-trifluoromethyl-3,6-dihydro-2H-pyrimidin-1-yl)phenoxy]pyridin-2-yloxy)acetate